ClC=1C(=CC(=NC1)NC1=CC=NO1)C=1C=C2N(C[C@@H](N(C2=O)CC2=C(C=CC(=C2)F)CO)COC)C1 (R)-7-(5-chloro-2-(isoxazol-5-yl-amino)pyridine-4-yl)-2-(5-fluoro-2-(hydroxymethyl)benzyl)-3-(methoxymethyl)-3,4-dihydropyrrolo[1,2-a]pyrazine-1(2H)-one